NCC(CCN)CCCN 3-aminomethyl-1,6-diaminohexane